BrC1=CC=CC=2C=3N(C(=NC12)NC=1C(N=CC=NC1)=O)N=C(N3)C=3C(=NN(C3)C)C (6R)-6-{[7-bromo-2-(1,3-dimethyl-1H-pyrazol-4-yl)[1,2,4]triazolo[1,5-c]quinazolin-5-yl]amino}-1,4-diazepin-5-one